N1(C=NC=C1)C=1C=C(C(=O)NC2CC(OCC2)C(C)C)C=CN1 2-(1H-imidazol-1-yl)-N-(2-isopropyltetrahydro-2H-pyran-4-yl)isonicotinamide